FS(C=1C=C(C=C(C1)C(F)(F)F)C1=NN(C=N1)C(C1=CC=CC=C1)(C1=CC=CC=C1)C1=CC=CC=C1)(F)(F)(F)F 3-(3-(pentafluorosulfanyl)-5-(trifluoromethyl)phenyl)-1-trityl-1H-1,2,4-triazole